(R)-1-(4-(2-(3-bromo-4-((S)-3-chloro-2-hydroxypropoxy)phenyl)propan-2-yl)phenoxy)-3-thiomorpholinopropan-2-ol BrC=1C=C(C=CC1OC[C@@H](CCl)O)C(C)(C)C1=CC=C(OC[C@@H](CN2CCSCC2)O)C=C1